C(C)(C)(C)OC(=O)N[C@H]1[C@H](CCCC1)NC1=NC(=C(C=2N1C=CN2)C(N)=O)NC=2C=C(OCCOCCOCCOCC(=O)OCC)C=C(C2)OC ethyl 2-[2-[2-[2-[3-[[5-[[(1S,2R)-2-(tert-butoxycarbonylamino)cyclohexyl]amino]-8-carbamoyl-imidazo[1,2-c]pyrimidin-7-yl]amino]-5-methoxy-phenoxy]ethoxy]ethoxy]ethoxy]acetate